C(C)OC(CC(C(C)(C)C)N1C=C(C2=C1N=C(N=C2C2CC2)Cl)F)=O 3-{2-chloro-4-cyclopropyl-5-fluoro-7H-pyrrolo[2,3-d]pyrimidin-7-yl}-4,4-dimethylvaleric acid ethyl ester